tert-butyl (R)-3-(4-(3-fluorobenzoyl)-1,2,3,4-tetrahydroquinoxaline-1-carboxamido)pyrrolidine-1-carboxylate FC=1C=C(C(=O)N2CCN(C3=CC=CC=C23)C(=O)N[C@H]2CN(CC2)C(=O)OC(C)(C)C)C=CC1